C(=C)(C)O i-propenol